C(C)OC(=C)C=1C=C2C(=NC=NC2=CC1OC)C=1C(=NN(C1)C)C1=CC=CC=C1 6-(1-ethoxyvinyl)-7-methoxy-4-(1-methyl-3-phenyl-1H-pyrazol-4-yl)quinazoline